hexaethylpentane C(C)C(CCCC(CC)(CC)CC)(CC)CC